2-methoxyethyl 8-((3,5-difluoro-4-(4-fluorophenoxy)phenyl)-sulfonyl)-1-(((tetrahydro-2H-pyran-2-yl)oxy)carbamoyl)-3,8-diazabicyclo[3.2.1]octane-3-carboxylate FC=1C=C(C=C(C1OC1=CC=C(C=C1)F)F)S(=O)(=O)N1C2(CN(CC1CC2)C(=O)OCCOC)C(NOC2OCCCC2)=O